O=C1NC(CCC1N1C(N(C2=C1C=CC(=C2)C2CCC(CC2)CNC(OC(C)(C)C)=O)C)=O)=O tert-butyl N-[[4-[1-(2,6-dioxo-3-piperidyl)-3-methyl-2-oxo-benzimidazol-5-yl]cyclohexyl]methyl]carbamate